2-[3-methyl-5-(1-piperidylsulfonyl)indol-1-yl]propanoic acid CC1=CN(C2=CC=C(C=C12)S(=O)(=O)N1CCCCC1)C(C(=O)O)C